OC1=CC=C(C=C1)C(C)(C)C1=CC=C(C=C1)O.[Si] silicon bisphenol A